ClC=1C(=C(C=CC1F)[C@@H](NC(=O)N1[C@@H](C(NCC1)=O)C)C=1C=NC(=CC1)C1CC1)F (2R)-N-((S)-(3-chloro-2,4-difluorophenyl)(6-cyclopropylpyridin-3-yl)methyl)-2-methyl-3-oxopiperazine-1-carboxamide